2-(3-(5-amino-6-(6-(trifluoromethyl)pyridin-3-yl)pyrazin-2-yl)-4-methylphenyl)-3,3,3-trifluoro-2-hydroxypropanamide bistrifluoroacetate FC(C(=O)O)(F)F.FC(C(=O)O)(F)F.NC=1N=CC(=NC1C=1C=NC(=CC1)C(F)(F)F)C=1C=C(C=CC1C)C(C(=O)N)(C(F)(F)F)O